BrC1=C(C=CC(=C1)C(F)(F)F)C=1C=C2CCN(C(C2=CC1)=O)C=1C=CC(=C(C1)C(C)S(=O)(=O)N)O (5-(6-(2-bromo-4-(trifluoromethyl)phenyl)-1-oxo-3,4-dihydroisoquinolin-2(1H)-yl)-2-hydroxyphenyl)ethanesulfonamide